C(CCCCC)C(COC(C=CCCCCC(CCCCCCCCCC)N(CCCN(C)C)C(CCCCCCC(=O)OCC1=CC(=CC(=C1)CCCCCC)CCCCCC)=O)=O)CCCCCCCC 8-(8-((3,5-Dihexylbenzyl)oxy)-N-(3-(dimethylamino)propyl)-8-oxooctanoylamino)-octadecenoic acid 2-hexyldecyl ester